FC12C(C=CC(=C1)C)S2 o-fluoro-p-methylbenzene sulfide